ClC=1C=C(C=CC1)C=1C(OC2=CC(=CC(=C2C1)F)N1CCN(CC1)C)=O 3-(3-chlorophenyl)-5-fluoro-7-(4-methylpiperazin-1-yl)-2H-chromen-2-one